(R)-N-(5-amino-2-(3-(dimethylamino)pyrrolidin-1-yl)phenyl)acetamide NC=1C=CC(=C(C1)NC(C)=O)N1C[C@@H](CC1)N(C)C